2-(2,6-dioxopiperidin-3-yl)-5-((4-(2-methyl-6,7-dihydro-5H-cyclopenta[4,5]thieno[2,3-d]pyrimidin-4-yl)-3,6-dihydropyridine-1(2H)-yl)methyl)isoindoline-1,3-dione O=C1NC(CCC1N1C(C2=CC=C(C=C2C1=O)CN1CCC(=CC1)C=1C2=C(N=C(N1)C)SC1=C2CCC1)=O)=O